methyl (R)-2-amino-3-(5-chloro-7-((furan-2-ylmethyl)amino)-3-methylthieno[3,2-b]pyridin-2-yl)propanoate dihydrochloride Cl.Cl.N[C@@H](C(=O)OC)CC1=C(C2=NC(=CC(=C2S1)NCC=1OC=CC1)Cl)C